1,3-diphenyltetramethyl-disilazane C1(=CC=CC=C1)[Si](N[Si](C1=CC=CC=C1)(C)C)(C)C